5,5'-((5-(4,6-diphenyl-1,3,5-triazin-2-yl)-1,3-phenylene)bis(9H-carbazole-9,3-diyl))diisophthalonitrile C1(=CC=CC=C1)C1=NC(=NC(=N1)C1=CC=CC=C1)C=1C=C(C=C(C1)N1C2=CC=CC=C2C=2C=C(C=CC12)C=1C=C(C=C(C#N)C1)C#N)N1C2=CC=CC=C2C=2C=C(C=CC12)C=1C=C(C=C(C#N)C1)C#N